BrC=1C=2N(C=CC1)C(=C(N2)C#CCNC2=C(C=C(C(=O)NC)C=C2)OCC)CC(F)(F)F 4-({3-[8-bromo-3-(2,2,2-trifluoroethyl)imidazo[1,2-a]pyridin-2-yl]prop-2-yn-1-yl}amino)-3-ethoxy-N-methylbenzamide